C(C)(C)(C)N(C(=O)OC1=NC=C(C=C1)C1=NC=NC2=CC(=C(C=C12)OC)OC)C1CCC(CC1)N(CC(C)C)C1=C2CN(C(C2=CC=C1)=O)C1C(NC(CC1)=O)=O 5-(6,7-dimethoxyquinazolin-4-yl)pyridin-2-ol tert-butyl-((1r,4r)-4-((2-(2,6-dioxopiperidin-3-yl)-1-oxoisoindolin-4-yl)(isobutyl)amino)cyclohexyl)carbamate